(E)-1-[2-[(Z)-Dec-4-enoxy]-6-hydroxyphenyl]-3-(4-hydroxyphenyl)prop-2-en-1-one C(CC\C=C/CCCCC)OC1=C(C(=CC=C1)O)C(\C=C\C1=CC=C(C=C1)O)=O